tert-butyl 4-({4-[6-amino-8-oxo-7-(4-phenoxyphenyl) purin-9-yl] piperidin-1-yl} methyl)-[1,4'-bipiperidine]-1'-carboxylate NC1=C2N(C(N(C2=NC=N1)C1CCN(CC1)CC1CCN(CC1)C1CCN(CC1)C(=O)OC(C)(C)C)=O)C1=CC=C(C=C1)OC1=CC=CC=C1